(Z)-undec-2-en-1-yl-6-(3-(decyloxy)-2-(dimethylamino)propoxy)hexanoate C(\C=C/CCCCCCCC)OC(CCCCCOCC(COCCCCCCCCCC)N(C)C)=O